7-Bromo-5-(2-((2-methoxyethyl)amino)pyridin-4-yl)-1H-indazol-3-amine BrC=1C=C(C=C2C(=NNC12)N)C1=CC(=NC=C1)NCCOC